ClC1=CC(=NC2=NC=C(C=C12)N1C[C@H](N[C@H](C1)C)C)C1=CC2=CN(N=C2C=C1)C 4-chloro-6-[(3R,5S)-3,5-dimethylpiperazin-1-yl]-2-(2-methylindazol-5-yl)-1,8-naphthyridine